(2R,3S,4S)-4-hydroxy-2-(4-(1-(7-hydroxy-2-oxo-2H-chromen-3-yl)-1H-1,2,3-triazol-4-yl)benzyl)pyrrolidin-3-yl methylcarbamate CNC(O[C@H]1[C@H](NC[C@@H]1O)CC1=CC=C(C=C1)C=1N=NN(C1)C=1C(OC2=CC(=CC=C2C1)O)=O)=O